Methyl 8-(4-hydroxyphenoxy)imidazo[1,5-a]pyridine-6-carboxylate OC1=CC=C(OC=2C=3N(C=C(C2)C(=O)OC)C=NC3)C=C1